BrC1=C(C(=C(C=C1)F)C)Cl 1-bromo-2-chloro-4-fluoro-3-methylbenzene